CC=1C(=C2C=NN(C2=CC1)C1OCCCC1)NC(=O)C1=CN=C(S1)NC1=NC(=CC=C1)CC(N1CCCC1)=O N-(5-methyl-1-(tetrahydro-2H-pyran-2-yl)-1H-indazol-4-yl)-2-((6-(2-oxo-2-(pyrrolidin-1-yl)ethyl)pyridin-2-yl)amino)thiazole-5-carboxamide